N-(4-bromo-2-methylphenyl)chloroacetamide BrC1=CC(=C(C=C1)NC(CCl)=O)C